ClC=1C=C(C=CC1F)NC=1N=NN(C1)CC=1C=C2CN(C(C2=CC1)=O)C1C(NC(CC1)=O)=O 3-(5-((4-((3-chloro-4-fluorophenyl)amino)-1H-1,2,3-triazol-1-yl)methyl)-1-oxoisoindolin-2-yl)piperidine-2,6-dione